BrC=1C=NN(C1Cl)C1=CN=NC=C1 4-(4-Bromo-5-chloro-1H-pyrazol-1-yl)pyridazine